C(C)(C)N1OC([C@@H]2[C@@H]1C(C[C@](C2)(C2=CC=CC=C2)C)C)(C)C |r| rac-(3as,5r,7as)-1-isopropyl-3,3,5,7-tetramethyl-5-phenyloctahydrobenzo[c]isoxazole